N-ethyl-3-phenyl-N-(3-(4-((5-phenylpentyl)oxy)phenyl)propyl)propan-1-amine C(C)N(CCCC1=CC=CC=C1)CCCC1=CC=C(C=C1)OCCCCCC1=CC=CC=C1